(R)-1-tert-butyl 3-ethyl piperidine-1,3-dicarboxylate N1(C[C@@H](CCC1)C(=O)OCC)C(=O)OC(C)(C)C